N[C@H]1C[C@H](NC1)C(=O)O (2S,4S)-4-AMINOPYRROLIDINE-2-CARBOXYLIC ACID